C(C)C1=NN2C(N=C(C=C2C)C)=C1CC1=CC=C(C=C1)/C=C/CN1CCN(CC1)CC12CC(C1)(C2)N (E)-3-((4-(3-(4-((2-ethyl-5,7-dimethylpyrazolo[1,5-a]pyrimidin-3-yl)methyl)phenyl)allyl)piperazin-1-yl)methyl)bicyclo[1.1.1]pentan-1-amine